bis(1,2,2-trimethylpropyl)-1,6-hexanediamine CC(C(C)(C)C)C(CCCCCN)(N)C(C(C)(C)C)C